ClC=1C=CC2=C(C[C@H](CC=3N2C(=NN3)[C@@H]3CC[C@H](CC3)C(F)(F)F)OC)C1 (5R)-8-chloro-5-methoxy-1-[trans-4-(trifluoromethyl)cyclohexyl]-5,6-dihydro-4H-[1,2,4]triazolo[4,3-a][1]benzazepine